FC1=C(C(=O)N)C=CC(=C1)OC1=CC=CC=C1 2-fluoro-4-phenoxybenzamide